C(C)(=O)N1CC(CC1)OC=1C=CC(=NC1Cl)C1=CNC2=C(C=CC=C12)C#N 3-[5-[(1-acetylpyrrolidin-3-yl)oxy]-6-chloropyridin-2-yl]-1H-indole-7-carbonitrile